ClC1=CC=C(C=C1)N1NC(=O)C=C1 (4-chlorophenyl)-3-pyrazolone